OCC1(COC1)CCCC 3-hydroxymethyl-3-n-butyloxetane